5-chloro-7-{[(furan-2-yl)methyl]amino}thieno[3,2-b]pyridin ClC1=CC(=C2C(=N1)C=CS2)NCC=2OC=CC2